COC1=CC(=C(N)C=C1OC)C 4,5-dimethoxy-2-methylaniline